C1(C=CC2=CC=CC=C12)[Si]([C+]1C=C(C2=CC=CC=C12)C(C)CC)(C)C 1-((1H-inden-1-yl)dimethylsilyl)-3-(sec-butyl)-1H-inden-1-ylium